CN1C2=C(C=CC1=O)N(C=C2C2=NC(=NC(=C2)OC2=CC=C(C=C2)C(F)(F)F)C)CCN2CCOCC2 4-methyl-3-{2-methyl-6-[4-(trifluoromethyl)phenoxy]pyrimidin-4-yl}-1-[2-(morpholin-4-yl)ethyl]-1H,4H,5H-pyrrolo[3,2-b]pyridin-5-one